N'-[2-amino-7-[2-[tert-butyl-(dimethyl)silyl]oxyethyl]-6-cyano-pyrrolo[2,3-d]pyrimidin-4-yl]pyridine-2-carbohydrazide NC=1N=C(C2=C(N1)N(C(=C2)C#N)CCO[Si](C)(C)C(C)(C)C)NNC(=O)C2=NC=CC=C2